2-(4'-ethoxy-3,5-difluoro-[1,1'-biphenyl]-4-yl)-6-fluoroquinoline-4-carboxylic acid C(C)OC1=CC=C(C=C1)C1=CC(=C(C(=C1)F)C1=NC2=CC=C(C=C2C(=C1)C(=O)O)F)F